2,4,6-trimethyloctane CC(C)CC(CC(CC)C)C